C1(=CC=CC=C1)C1=CC=C(N=N1)CN1C(C(NCC1)=O)=O ((6-phenylpyridazin-3-yl)methyl)piperazine-2,3-dione